C(CCC)N(C1=CC=C(C=C1)C(O)(C1=CC=CC=C1)C1=CC=C(C=C1)N(CCCC)CCCC)CCCC bis[4-(dibutylamino)phenyl]phenylmethanol